O.CN(C([C@H](C)N1CCOCC1)=O)C1=CC2=C(NC(=N2)C2=NNC=3C[C@@]4([C@H](CC23)C4)C)C=C1C.CN(C([C@H](C)N1CCOCC1)=O)C1=CC4=C(NC(=N4)C4=NNC=2C[C@@]3([C@H](CC42)C3)C)C=C1C (S)-N-methyl-N-(6-methyl-2-((4aS,5aR)-5a-methyl-1,4,4a,5,5a,6-hexahydrocyclopropa[f]indazol-3-yl)-1H-benzo[d]imidazol-5-yl)-2-morpholinopropanamide, hemihydrate